2,4-dichloro-5-(1-methyl-1H-pyrazol-4-yl)pyrimidine ClC1=NC=C(C(=N1)Cl)C=1C=NN(C1)C